OC1(C=CC=C2N=CC(CCN(C([2H])([2H])[2H])C([2H])([2H])[2H])=C12)C(C(C(C(=O)[O-])([2H])[2H])([2H])[2H])C(=O)[O-] 4-hydroxy-α,α,β,β-tetradeutero-N,N-di(trideuteromethyl)tryptamine-4-glutarate